[C@@]12(CCC3=CC=CC=C13)[C@@H](C2)C(=O)O (1R,2R)-2',3'-dihydrospiro[cyclopropane-1,1'-indene]-2-carboxylic acid